C(C1=CC=CC=C1)OC(=O)C=1N(C=CC1C1=CC=C(C=C1)C(=O)OC(C)(C)C)S(=O)(=O)[NH-] ({2-[(benzyloxy)carbonyl]-3-{4-[(tert-butoxy)carbonyl]phenyl}-1H-pyrrol-1-yl}sulfonyl)azanide